(E)-methyl 4-(naphthalen-1-yl)-2-oxobut-3-enoate C1(=CC=CC2=CC=CC=C12)/C=C/C(C(=O)OC)=O